(S)-4-methylpyrrolidine-2-carboxylic acid methyl ester COC(=O)[C@H]1NCC(C1)C